NC1=C2C(=NC=N1)N(N=C2I)CC=2OC1=CC=C(C=C1C(C2C2=CC=CC=C2)=O)F 2-((4-amino-3-iodo-1H-pyrazolo[3,4-d]pyrimidin-1-yl)methyl)-6-fluoro-3-phenyl-4H-chromen-4-one